N-(1-(3-chlorophenyl)-2-hydroxyethyl)-1-(5-methyl-2-((tetrahydro-2H-pyran-4-yl)-amino)pyrimidin-4-yl)-1H-imidazole-4-carboxamide ClC=1C=C(C=CC1)C(CO)NC(=O)C=1N=CN(C1)C1=NC(=NC=C1C)NC1CCOCC1